C(CCCCCCCCCCC)(=O)N(C)C(C(=O)[O-])C N-lauroyl-N-methylaminopropionate